bicyclo[2.2.1]heptane-2,6-diylbis-methylene diisocyanate C12C(CC(CC1CN=C=O)C2)CN=C=O